3-(2-chloro-4-(fluoromethyl)thiophen-3-yl)-7-((2-methoxy-4-(1-methylpiperidin-4-yl)phenyl)amino)-1-(2-methoxyethyl)-3,4-dihydropyrimido[4,5-d]pyrimidin-2(1H)-one ClC=1SC=C(C1N1C(N(C2=NC(=NC=C2C1)NC1=C(C=C(C=C1)C1CCN(CC1)C)OC)CCOC)=O)CF